O1C(=CC=C1)OB(O)O 2-furanylboric acid